CN(CCCNCC1=CC=C(C=C1)C=1C2=C(N=C(N1)C=1SC(=CC1)CNCCCN(C)C)N(C=C2)C2=CC=CC=C2)C 4-{4-[(3-Dimethylaminopropyl)aminomethyl]phenyl}-2-{5-[(3-dimethylaminopropyl)aminomethyl]thien-2-yl}-7-phenyl-7H-pyrrolo[2,3-d]pyrimidine